BrC1=C(N=C(C=2N1N=CC2)N2CCC1(CC2)CC2=C(C=NC=C2)[C@H]1N[S@](=O)C(C)(C)C)C (R)-N-[(7S)-1'-(7-bromo-6-methyl-pyrazolo[1,5-a]pyrazin-4-yl)spiro[5,7-dihydrocyclopenta[c]pyridin-6,4'-piperidin]-7-yl]-2-methyl-propane-2-sulfinamide